p-xylene dihydroxylate C1(C(C(=CC=C1)C)C)C(=O)O.C1(=CC=C(C=C1)C)C